11-((N-(3-hexylundecanoyl)-N-methylglycyl)oxy)-6-oxoundecyl 9-(((pentylthio)methyl)-thio)nonanoate C(CCCC)SCSCCCCCCCCC(=O)OCCCCCC(CCCCCOC(CN(C)C(CC(CCCCCCCC)CCCCCC)=O)=O)=O